OCCN1CCNCC1 N-(2-Hydroxyethyl)piperazine